FC(C)(F)N1N=CC(=C1)C1(C(C(CC1)=CN(C)C)=O)C 2-(1-(1,1-difluoroethyl)-1H-pyrazol-4-yl)-5-((dimethylamino)methylene)-2-methylcyclopentan-1-one